methyl 3-((2-((S)-2,2-dicyclopropyl-1-(1-ethyl-1H-pyrazole-5-carboxamido)ethyl)imidazo[1,2-b]pyridazin-6-yl)methyl)-2-oxo-4-(trifluoromethyl)pyrrolidine-3-carboxylate C1(CC1)C([C@H](NC(=O)C1=CC=NN1CC)C=1N=C2N(N=C(C=C2)CC2(C(NCC2C(F)(F)F)=O)C(=O)OC)C1)C1CC1